3-bromoindoline BrC1CNC2=CC=CC=C12